CC(C(C)O)(CCCCC)O 3-methyloctane-2,3-diol